ClC=1C=C(C(=O)NCC2=C(C=CC3=C2N(C=N3)C)OC)C=C(C1OC)F 3-chloro-5-fluoro-4-methoxy-N-((6-methoxy-1-methyl-1H-benzimidazol-7-yl)methyl)benzamide